1-oxo-5,8,11,14-tetraoxa-2-azaheptadecane-17-oic acid O=CNCCOCCOCCOCCOCCC(=O)O